C(CCC)[Si](C1=CC=C(C=C1)P(N(P(C1=CC=C(C=C1)[Si](CCCC)(CCCC)CCCC)C1=C(C=CC=C1)C)C)C1=CC=C(C=C1)[Si](CCCC)(CCCC)CCCC)(CCCC)CCCC N-(bis(4-(tributylsilyl)phenyl)phosphaneyl)-N-methyl-1-(o-tolyl)-1-(4-(tributylsilyl)phenyl)phosphanamine